N,N-dimethyl-N-carboxymethyl-behenyl-ammonium bromide [Br-].C[N+](CC(=O)O)(C)CCCCCCCCCCCCCCCCCCCCCC